(R)-2-((phenylsulfinyl)methyl)thiophene C1(=CC=CC=C1)[S@](=O)CC=1SC=CC1